O=C1C=C(C2C=CC(O)=CC=2)OC2C=C(O)C(C3C(O)=CC4OC(C5C=CC(O)=CC=5)=CC(=O)C=4C=3O)=C(O)C1=2 6,6'-Biapigenin